tert-butyl N-[1-[[4-[(6-chloro-3-nitro-2-pyridyl)amino]phenyl]methyl]-4-piperidyl]carbamate ClC1=CC=C(C(=N1)NC1=CC=C(C=C1)CN1CCC(CC1)NC(OC(C)(C)C)=O)[N+](=O)[O-]